N-(5-iodo-6-oxo-1,6-dihydropyrimidin-2-yl)acetamide IC1=CN=C(NC1=O)NC(C)=O